ClC1=C(C=CC(=C1)F)C(=O)N1C[C@@H]2CC[C@H](C1)N2C2=CC(=CC=1N2C=NC1)S(=O)(=O)C1CCCC1 (2-chloro-4-fluoro-phenyl)-[(1S,5R)-8-(7-cyclopentylsulfonylimidazo[1,5-a]pyridin-5-yl)-3,8-diazabicyclo[3.2.1]octan-3-yl]methanone